benzyl-2,6-difluoro-3,5-dimethoxyaniline C(C1=CC=CC=C1)NC1=C(C(=CC(=C1F)OC)OC)F